1-methyl-4-[(4R,10bS)-8-bromo-4-methyl-3,4,6,10b-tetrahydro-1H-pyrazino[2,1-a]isoindol-2-yl]-1,8-naphthyridin-2-one CN1C(C=C(C2=CC=CN=C12)N1C[C@H]2N(CC3=CC(=CC=C23)Br)[C@@H](C1)C)=O